FC1=C(C=CC=C1)[C@H](C1=CC=C(C(=O)N)C=C1)OC1=CC=C2C(CCOC2=C1C)=O (S)-4-((2-Fluorophenyl)((8-methyl-4-oxochroman-7-yl)oxy)methyl)benzamide